N-(2-bromo-3-methylphenethyl)acetamide BrC1=C(CCNC(C)=O)C=CC=C1C